CN1C(C=2C=CC=NC2C=C1)=O 6-methyl-1,6-naphthyridin-5(6H)-one